Cl.FC1(CN(C1)C(=O)C=1C(=NC(=CC1C)C)C1=C2C(=NC=C1)C=C(S2)CN2C(C1C(C1C2=O)(C)C)=O)F 3-((7-(3-(3,3-difluoroazetidine-1-carbonyl)-4,6-dimethylpyridin-2-yl)thieno[3,2-b]pyridin-2-yl)methyl)-6,6-dimethyl-3-azabicyclo[3.1.0]hexane-2,4-dione hydrochloride